NC1=C2N=CN(C2=NC=N1)C[C@@H](C)OCP(OCCOCCCCCCCCCCCCCCCC1CC1)(O)=O 2-((15-cyclopropylpentadecyl)oxy)ethyl hydrogen ((((R)-1-(6-amino-9H-purin-9-yl)propan-2-yl)oxy)methyl)phosphonate